2-(2'-hydroxy-3'-tert-amyl-5'-phenoxyphenyl)-5-methylbenzotriazole OC1=C(C=C(C=C1C(C)(C)CC)OC1=CC=CC=C1)N1N=C2C(=N1)C=CC(=C2)C